cyano-3-methylazetidin C(#N)N1CC(C1)C